CN1C=C(C2=C1C=NC=C2N)C 1,3-dimethyl-1H-pyrrolo[2,3-c]pyridin-4-amine